3-(difluoromethyl)-N-methoxy-1-methyl-N-[(1S)-1-methyl-2-(2,4,6-trichlorophenyl)ethyl]-1H-pyrazole-4-carboxamide FC(C1=NN(C=C1C(=O)N([C@H](CC1=C(C=C(C=C1Cl)Cl)Cl)C)OC)C)F